2-(4-(hydroxymethyl)octahydro-1H-inden-5-yl)ethanol OCC1C2CCCC2CCC1CCO